COC(=O)C1=CC=C(C=C1)[C@@H](C)N1CCN(CC1)C(=O)OC(C)(C)C tert-butyl (R)-4-(1-(4-(methoxycarbonyl)phenyl)ethyl)piperazin-1-carboxylate